ethyl 2-amino-2,3-dihydro-1H-indene-2-carboxylate NC1(CC2=CC=CC=C2C1)C(=O)OCC